FC=1C=C(C=CC1)C(/C(/C(=O)OCC)=N/O)=O ethyl (Z)-3-(3-fluorophenyl)-2-(hydroxyimino)-3-oxopropionate